C1NCCC2=CC=CC=C12 1,3,4-trihydroisoquinolin